4-[5-(aminomethyl)pyrimidin-2-yl]-3-[2-methyl-6-[(3S)-oxolan-3-yl]oxypyrimidin-4-yl]oxybenzonitrile NCC=1C=NC(=NC1)C1=C(C=C(C#N)C=C1)OC1=NC(=NC(=C1)O[C@@H]1COCC1)C